1-(2-chloro-5-(4-(piperidin-4-yloxy)piperidine-1-carbonyl)phenyl)dihydropyrimidine-2,4(1H,3H)-dione HCl salt Cl.ClC1=C(C=C(C=C1)C(=O)N1CCC(CC1)OC1CCNCC1)N1C(NC(CC1)=O)=O